(R)-2,7-dimethyl-8-oxo-6-((tetrahydrofuran-3-yl) oxy)-7,8-dihydropyrido[3,4-d]pyrimidin-4-yl 2,4,6-triisopropylbenzenesulfonate C(C)(C)C1=C(C(=CC(=C1)C(C)C)C(C)C)S(=O)(=O)OC=1C2=C(N=C(N1)C)C(N(C(=C2)O[C@H]2COCC2)C)=O